NC1=CC=C(OCCN2C3=NC=NC(=C3N=C2)N)C=C1 9-(2-(4-aminophenoxy)ethyl)-9H-purin-6-amine